N-(5-chloro-2-fluoropyrimidin-4-yl)-3-((4-methoxybenzyl)oxy)-4-methylisoquinolin-7-amine ClC=1C(=NC(=NC1)F)NC1=CC=C2C(=C(N=CC2=C1)OCC1=CC=C(C=C1)OC)C